Diethyl tetrahydrofuran-3,4-dicarboxylate O1CC(C(C1)C(=O)OCC)C(=O)OCC